FC1=[N+](C=C(C=C1)F)[O-] 2,5-difluoro-1-oxido-pyridin-1-ium